C1(=CC=CC=C1)C1=C(C(=CC=C1)C1=CC=CC=C1)C1=C(C(=NC(=C1N1C2=C(C=3C=CC=CC13)C=NC=C2)N2C1=C(C=3C=CC=CC23)C=NC=C1)N1C2=C(C=3C=CC=CC13)C=NC=C2)C2=CC=C(C=C2)N2C1=CC=C(C=C1C=1C=C(C=CC21)N2C1=CC=CC=C1C=1C=CC=CC21)N2C1=CC=CC=C1C=1C=CC=CC21 9'-(4-(4-([1,1':3',1''-terphenyl]-2'-yl)-2,5,6-tris(5H-pyrido[4,3-b]indol-5-yl)pyridin-3-yl)phenyl)-9'H-9,3':6',9''-tercarbazole